C1=CC=C2C=C3C(=CC2=C1)C=CC4=C3C=C5C(=C4)C=CC=C5OC6=CC=CC7=CC8=C(C=C76)C9=CC1=CC=CC=C1C=C9C=C8 pentaphenyl ether